2-phenyl-5,6,7,8-tetrahydroquinazolin-6-amine C1(=CC=CC=C1)C1=NC=2CCC(CC2C=N1)N